3-benzyloxy-N-[(1S)-1-[4-(4-chloro-2,3,7,10-tetrazatricyclo[7.4.0.02,6]trideca-1(9),3,5,7-tetraen-10-yl)phenyl]-2,2,2-trifluoro-ethyl]-N-methyl-cyclobutanecarboxamide C(C1=CC=CC=C1)OC1CC(C1)C(=O)N(C)[C@H](C(F)(F)F)C1=CC=C(C=C1)N1C=2C=NC3=CC(=NN3C2CCC1)Cl